tert-butyl (S)-(5-amino-1-((3-bromo-2-fluorophenyl) (methyl)amino)-5-oxopentan-2-yl)carbamate NC(CC[C@@H](CN(C)C1=C(C(=CC=C1)Br)F)NC(OC(C)(C)C)=O)=O